ClCC1=CC=C(C=C1)S(=O)(=O)[N-][C@H]([C@H](C1=CC=CC=C1)N)C1=CC=CC=C1 chloro([(1S,2S)-(-)-2-amino-1,2-diphenylethyl](4-toluenesulfonyl)amide)